FC1CN(C1)[C@H](C)C1=CC(=NC(=C1)C(F)(F)F)C(=O)NC1=CC(=CC=C1)C1(COC1)CC1=NN=CN1C (R)-4-(1-(3-fluoroazetidin-1-yl)ethyl)-N-(3-(3-((4-methyl-4H-1,2,4-triazol-3-yl)methyl)oxetan-3-yl)phenyl)-6-(trifluoromethyl)picolinamide